N[C@H](\C=C(\C(=O)OCC)/F)C[C@H]1C(NCC1)=O Ethyl (Z,4S)-4-amino-2-fluoro-5-[(3S)-2-oxopyrrolidin-3-yl]pent-2-enoate